BrC=1C=CC=2C=3C(C4=C(C(C3NC2N1)(C)C)C=C(C(=C4)CC)OC)=O 2-bromo-7-ethyl-8-methoxy-10,10-dimethyl-10,11-dihydro-1,11-diaza-benzo[b]fluoren-5-one